C1(CC1)CN1C(NC(C2=CC(=CC=C12)S(=O)(=O)NC1(CC1)C)=O)=O 1-(cyclopropylmethyl)-N-(1-methylcyclopropyl)-2,4-dioxo-1,2,3,4-tetrahydroquinazoline-6-sulfonamide